N-(2-(6-Chloro-4-methylpyridazin-3-yl)-5-(trifluoromethyl)phenyl)methanesulfonamide ClC1=CC(=C(N=N1)C1=C(C=C(C=C1)C(F)(F)F)NS(=O)(=O)C)C